Heptane-2,3-dicarboxylic anhydride CC1C(CCCC)C(=O)OC1=O